OC(C(=O)O)CCCCCCCCCCCCCCCC α-hydroxyoctadecanoic acid